C(#N)[C@H](C)NC(C1=CC=C(C=C1)C1=NC(=NC=C1C)NC=1C=NN(C1)C1CCC(CC1)(F)F)=O (S)-N-(1-cyanoethyl)-4-(2-((1-(4,4-difluorocyclohexyl)-1H-pyrazol-4-yl)amino)-5-methylpyrimidin-4-yl)benzamide